3-chloro-5-[N'-methoxy-N,N-dimethyl-carbamimidoyl]benzoic acid ClC=1C=C(C(=O)O)C=C(C1)C(N(C)C)=NOC